C1(CC1)CCC1=NC(=C(C(N1C1=C(C=CC=C1OC)OC)=O)CC1=CC=C(C=C1)N1C(C=CC=C1)=O)O 2-(2-cyclopropylethyl)-3-(2,6-dimethoxyphenyl)-6-hydroxy-5-{[4-(2-oxo-1,2-dihydropyridin-1-yl)phenyl]methyl}-3,4-dihydropyrimidin-4-one